CC(CN(C(CC)=O)C1=CC=CC=C1)=C N-(2-methylallyl)-N-phenylpropionamide